C=1OC(N2C1C=CC=C2)=O Oxazolo[3,4-a]Pyridin-3-one